4-(2-cyanobenzyl)-N-hydroxy-3-oxo-3,4-dihydro-2H-benzo[b][1,4]oxazine-6-carboxamide C(#N)C1=C(CN2C3=C(OCC2=O)C=CC(=C3)C(=O)NO)C=CC=C1